1-(2-((2S,4R)-2-(6-chloropyrazin-2-ylcarbamoyl)-4-fluoropyrrolidin-1-yl)-2-oxoethyl)-5-(pyridazin-4-yl)-1H-indazole-3-carboxamide ClC1=CN=CC(=N1)NC(=O)[C@H]1N(C[C@@H](C1)F)C(CN1N=C(C2=CC(=CC=C12)C1=CN=NC=C1)C(=O)N)=O